FC1=CC=C(C(=O)N(C)[C@H](C(=O)NC=2C=CC(=NC2)S(=O)(=O)Cl)CC2=CC=CC=C2)C=C1 (S)-5-(2-(4-fluoro-N-methylbenzamido)-3-phenylpropionamido)pyridine-2-sulfonyl chloride